1-(4-chlorobenzyl)-3-(6-(2-oxo-2-(pyrrolidin-1-yl)ethyl)spiro[3.3]hept-2-yl)urea ClC1=CC=C(CNC(=O)NC2CC3(C2)CC(C3)CC(N3CCCC3)=O)C=C1